C12CN(CC(N1)C2)C=2C=C1CN(CC1=CC2)C2C(NC(CC2)=O)=O 5-(3,6-diazabicyclo[3.1.1]heptane-3-yl)-2-(2,6-dioxopiperidin-3-yl)isoindoline